FC1(CN(CC1)C1=NC=CC(=C1NC(C1=CN=C(C(=C1)F)OC)=O)C1=C(C=CC=C1)F)F N-(2-(3,3-difluoropyrrolidin-1-yl)-4-(2-fluorophenyl)pyridin-3-yl)-5-fluoro-6-methoxynicotinamide